benzyl 7-(methoxymethylene)-2-azaspiro[3.5]nonane-2-carboxylate COC=C1CCC2(CN(C2)C(=O)OCC2=CC=CC=C2)CC1